[Na+].C(P([O-])([O-])=O)P([O-])(=O)OC[C@@H]1[C@H]([C@H]([C@@H](O1)N1C=NC=2C(N)=NC=NC12)O)O.[Na+].[Na+] adenosine 5'-(α,β-methylene)diphosphonate sodium salt